OCCCCCCCCCNC(N)=O N'-(9-hydroxynonyl)urea